FC=1C=CC(=NC1)CN (5-fluoropyridin-2-yl)methaneamine